ClC=1C=2C(N=C3N(C2C=CC1)C1=CC(=CC=C1C3(C)C)C3CCN(CC3)C3CCN(CC3)C(=O)[C@H]3CN(CC3)C3=CC(=C(C(=C3)F)C3C(NC(CC3)=O)=O)F)=O 3-(4-((R)-3-(4-(4-chloro-7,7-dimethyl-5-oxo-5,7-dihydroindolo[1,2-a]quinazolin-10-yl)-[1,4'-bipiperidine]-1'-carbonyl)pyrrolidin-1-yl)-2,6-difluorophenyl)piperidine-2,6-dione